tert-Butyl 4-[4-[[6-[[2-chloro-6-[3-[2-[1-(trifluoromethyl)cyclopropyl]ethoxy]pyrazol-1-yl]pyridine-3-carbonyl] sulfamoyl]-2-pyridyl]amino]butyl]-2,2-dimethyl-pyrrolidine-1-carboxylate ClC1=NC(=CC=C1C(=O)NS(=O)(=O)C1=CC=CC(=N1)NCCCCC1CC(N(C1)C(=O)OC(C)(C)C)(C)C)N1N=C(C=C1)OCCC1(CC1)C(F)(F)F